4-cyano-1-(cyclobutylmethyl)-1H-pyrazole-3-carboxylic acid C(#N)C=1C(=NN(C1)CC1CCC1)C(=O)O